1H-pyrrolo[3,2-c]Pyridine-7-carboxylic acid N1C=CC=2C=NC=C(C21)C(=O)O